N1C=CC2=NC=C(C=C21)S(=O)(=O)Cl 1H-pyrrolo[3,2-b]pyridine-6-sulfonyl chloride